FC1(OC2=C(O1)C=CC(=C2)C2(CC2)C(=O)NC=2C=C1C=C(N(C1=CC2F)C[C@H](CO)O)C(CO)(C)C)F (R)-1-(2,2-Difluorobenzo[d][1,3]dioxol-5-yl)-N-(1-(2,3-dihydroxypropyl)-6-fluoro-2-(1-hydroxy-2-methylpropan-2-yl)-1H-indol-5-yl)cyclopropanecarboxamide